O=C1NC(CCC1OC1=CC=C(C=C1)N1CCC(CC1)C=O)=O 1-(4-((2,6-dioxopiperidin-3-yl)oxy)phenyl)piperidine-4-carbaldehyde